[Cl-].C(CCCCCCCCCCCCCCCCC)[N+](C)(C)CC1=CC=C(C=C1)C=C octadecyl-p-vinylbenzyldimethyl-ammonium chloride